C(C)(C)NC1=C(C=C(C=C1)C1=NC=C(C=N1)C1=C(C=CC=C1)OC)C(F)(F)F N-isopropyl-4-(5-(2-methoxyphenyl)pyrimidin-2-yl)-2-(trifluoromethyl)aniline